NCC1C[C@H]([C@H](N1C(=O)OCC1=CC=CC=C1)C(=O)OC)CCCB1OC(C(O1)(C)C)(C)C 1-benzyl 2-methyl (2S,3R)-5-(aminomethyl)-3-(3-(4,4,5,5-tetramethyl-1,3,2-dioxaborolan-2-yl)propyl)pyrrolidine-1,2-dicarboxylate